C1(CC1)C1=NN(C(=C1)S(=O)(=O)N1CCC2(C[C@@H](CO2)N2CC3(COC3)C2)CC1)C (S)-8-((3-cyclopropyl-1-methyl-1H-pyrazol-5-yl)sulfonyl)-3-(2-oxa-6-azaspiro[3.3]hept-6-yl)-1-oxa-8-azaspiro[4.5]decane